ClC1=NC(=NC(=C1)C(C)C)NC(=O)NC1=CC=C(C=C1)OC(F)(F)F 1-(4-chloro-6-isopropylpyrimidin-2-yl)-3-(4-(trifluoromethoxy)phenyl)urea